2-[3'-tert-Butyl-2'-hydroxy-5'-(3''-methacryloyloxypropoxy)phenyl]-5-methoxybenzotriazol C(C)(C)(C)C=1C(=C(C=C(C1)OCCCOC(C(=C)C)=O)N1N=C2C(=N1)C=CC(=C2)OC)O